methacrylamidobutanoate C(C(=C)C)(=O)NC(C(=O)[O-])CC